3-bromo-7-chloro-1,6-naphthyridine BrC=1C=NC2=CC(=NC=C2C1)Cl